3-Chloro-6-(5-chloro-2-isopropyl-4-methyl-phenoxymethyl)-pyridazine ClC=1N=NC(=CC1)COC1=C(C=C(C(=C1)Cl)C)C(C)C